C1(CC1)OC1=C(C=CC(=C1)F)C(=O)N1CC2(C1)CC(C2)C2=NN(C(=C2)C)C2=C(C=CC(=C2)F)C (2-Cyclopropoxy-4-fluorophenyl)(6-(1-(5-fluoro-2-methylphenyl)-5-methyl-1H-pyrazol-3-yl)-2-azaspiro[3.3]hept-2-yl)methanone